methyl 5-[(E)-3-ethoxy-3-oxo-prop-1-enyl]-2-(trifluoromethyl)pyridine-4-carboxylate C(C)OC(/C=C/C=1C(=CC(=NC1)C(F)(F)F)C(=O)OC)=O